C(C)C1CN(C(=C1)C)C 3-ethyl-1,5-dimethyl-2,3-dihydro-1H-pyrrole